N[S@@](=O)(C1=CC=C(C=C1)CO[Si](C)(C)C(C)(C)C)=NC(OC(C)(C)C)=O tert-butyl (S)-(amino(4-(((tert-butyldimethylsilyl)oxy)methyl) phenyl)(oxo)-λ6-sulfanylidene)carbamate